N-[2-(2-amino-3-fluoroanilino)-1-(4-methylcyclohexyl)-2-oxoethyl]carbamic acid tert-butyl ester C(C)(C)(C)OC(NC(C(=O)NC1=C(C(=CC=C1)F)N)C1CCC(CC1)C)=O